C1(CC1)N1N=CC(=C1)S(=O)(=O)C=1C=C2C=NN(C(C2=CC1)=O)CC1=NN(C=C1)C 6-(1-cyclopropyl-1H-pyrazol-4-ylsulfonyl)-2-((1-methyl-1H-pyrazol-3-yl)methyl)phthalazin-1(2H)-one